tert-butyl N-[2-(4,4-dimethylcyclohexen-1-yl)-6-[1,5-dimethyl-8-oxabicyclo[3.2.1]octan-3-yl]-3-pyridyl]carbamate CC1(CC=C(CC1)C1=NC(=CC=C1NC(OC(C)(C)C)=O)C1CC2(CCC(C1)(O2)C)C)C